tert-Butyl 6-bromo-3-(4-(tert-butoxycarbonyl)piperazin-1-yl)-1H-indole-1-carboxylate BrC1=CC=C2C(=CN(C2=C1)C(=O)OC(C)(C)C)N1CCN(CC1)C(=O)OC(C)(C)C